ClC1=C(C=C(CN2C3(CN(C3)C=3N=NC=CC3)C(N(CC2=O)C(C)C)=O)C=C1)F 5-(4-chloro-3-fluorobenzyl)-8-isopropyl-2-(pyridazin-3-yl)-2,5,8-triazaspiro[3.5]nonane-6,9-dione